O=C1NC(CCC1N1C(C2=CC=C(C=C2C1=O)OCCCCCN1CC2(C1)CC(C2)NC2CC(C2)OC2=NC=C(C=C2)C=2C=CC=1C3=C(N(C1C2)C)C=CN=C3)=O)=O 2-(2,6-dioxopiperidin-3-yl)-5-((5-(6-(((1r,3r)-3-((5-(5-methyl-5H-pyrido[4,3-b]indol-7-yl)pyridin-2-yl)oxy)cyclobutyl)amino)-2-azaspiro[3.3]heptan-2-yl)pentyl)oxy)isoindoline-1,3-dione